1-(1-oxo-2-propenyl)-pyrrolidin O=C(C=C)N1CCCC1